C(CCCCCCCCC=CCC=CCCCCCCCCCCCCC)(=O)O Heptacosa-10,13-dienoic acid